1-(methylsulfonyl)azetidin-3-amine CS(=O)(=O)N1CC(C1)N